8-methoxy-7-(((S)-tetrahydrofuran-3-yl)oxy)-N-((R)-1-(3-(trifluoromethyl)phenyl)ethyl)imidazo[1,5-a]quinazolin-5-amine COC1=C(C=C2C(=NC=3N(C2=C1)C=NC3)N[C@H](C)C3=CC(=CC=C3)C(F)(F)F)O[C@@H]3COCC3